C(C)OC(=O)C1=CC=C(C=C1)C1C2CC2CN1CC1=C2C=CN(C2=C(C=C1C)C)C(=O)OC(C)(C)C tert-butyl 4-((2-(4-(ethoxycarbonyl)phenyl)-3-azabicyclo[3.1.0]hexan-3-yl)methyl)-5,7-dimethyl-1H-indole-1-carboxylate